tert-butyl 4-(2-methyl-6-(methylcarbamoyl)pyridin-3-yl)piperazine-1-carboxylate CC1=NC(=CC=C1N1CCN(CC1)C(=O)OC(C)(C)C)C(NC)=O